[C].OC1=C(C=C(C=C1C(C)(C)C)CCC(=O)O)C(C)(C)C β-(4-hydroxy-3,5-di-tert-butylphenyl)propionic acid Carbon